N-(5-((2-(2,2-dimethylpyrrolidin-1-yl)ethyl)carbamoyl)-2-methylpyridin-3-yl)-6-(5-(hydroxymethyl)thiophen-2-yl)-[1,2,3]triazolo[1,5-a]pyridine-3-carboxamide CC1(N(CCC1)CCNC(=O)C=1C=C(C(=NC1)C)NC(=O)C=1N=NN2C1C=CC(=C2)C=2SC(=CC2)CO)C